6-AMINO-1,3-DIETHYL-5-FORMYLURACIL NC1=C(C(N(C(N1CC)=O)CC)=O)C=O